(R)-5-(3-chloro-5-fluoro-2-((2-methyl-4-(1-methyl-1H-1,2,4-triazol-5-yloxy)quinolin-8-yloxy)methyl)phenyl)morpholin ClC=1C(=C(C=C(C1)F)[C@@H]1COCCN1)COC=1C=CC=C2C(=CC(=NC12)C)OC1=NC=NN1C